N-butyl-7-methoxy-6-[3-(pyrrolidin-1-yl)propoxy]-1H,2H,3H-cyclopenta[b]quinolin C(CCC)N1C2C(=CC=3C=C(C(=CC13)OCCCN1CCCC1)OC)CCC2